C/C(/C(=O)[O-])=C/C(=O)[O-].C/C(/C(=O)[O-])=C/C(=O)[O-].C(CCC)[Sn+4]CCCC dibutyl-tin bis(methyl maleate)